BrC=1C=C(C2=C(NC(=N2)NC(OC(C)(C)C)=O)C1)C(NC1CCN(CC1)C)=O 1,1-di(methyl)ethyl N-[6-bromanyl-4-[(1-methyl-4-piperidyl)carbamoyl]-1H-benzimidazol-2-yl]carbamate